O=C1C=C2C(=CN1C1=CC=CC=C1)NCC2 5-oxo-6-phenyl-2,3,5,6-tetrahydro-1H-pyrrolo[2,3-c]pyridine